3-phenylbutyrolactone C1(=CC=CC=C1)C1CC(=O)OC1